flavan-4-ol O1C(CC(C2=CC=CC=C12)O)C1=CC=CC=C1